N1=C(C=CC=C1)C1=C([O-])C=CC=C1 2-(2-pyridyl)phenoxide